3,3,3-trifluoropropyl-triethoxysilane FC(CC[Si](OCC)(OCC)OCC)(F)F